4-(Methylphenyl)-1-tolyl-1H-1,2,3-triazole CC1=C(C=CC=C1)C=1N=NN(C1)C1=C(C=CC=C1)C